[5-(4-cyclopropylphenyl)-3-(ethanesulfonyl)pyridin-2-yl]-5-trifluoromethanesulfonyl-1,3-benzothiazole C1(CC1)C1=CC=C(C=C1)C=1C=C(C(=NC1)C=1SC2=C(N1)C=C(C=C2)S(=O)(=O)C(F)(F)F)S(=O)(=O)CC